C(C)C(CC)(C(CC(C(CC)CC)=O)=O)C 3,7-diethyl-3-methylnonane-4,6-dione